CN1[C@H](COCC1=O)COC=1C=C(C(=O)O)C=C(C1)C=1SC(=CN1)C 3-{[(3R)-4-methyl-5-oxomorpholin-3-yl]methoxy}-5-(5-methyl-1,3-thiazol-2-yl)benzoic acid